C(C)N(C=1C=C(C=CC1)O)CC 3-(diethylamino)phenol